tert-Butyl 4-[4-(methylsulfanyl)-3-nitrophenyl]piperazine-1-carboxylate CSC1=C(C=C(C=C1)N1CCN(CC1)C(=O)OC(C)(C)C)[N+](=O)[O-]